2-({[4-(Dimethylamino)butanoyl]oxy}methyl)-3-[(3-pentyloctanoyl)oxy]-2-{[(3-pentyloctanoyl)oxy]methyl}propyl (3Z)-hept-3-en-1-yl hexanedioate C(CCCCC(=O)OCC\C=C/CCC)(=O)OCC(COC(CC(CCCCC)CCCCC)=O)(COC(CC(CCCCC)CCCCC)=O)COC(CCCN(C)C)=O